Cl.ClC1=C(C(=O)N(C)C)C=C(C(=C1)NC1CN(C1)C1CCNCC1)[N+](=O)[O-] 2-chloro-N,N-dimethyl-5-nitro-4-(1-(piperidin-4-yl)azetidin-3-ylamino)benzamide hydrochloride